magnesium carbon [C].[Mg]